5-(Azetidin-1-ylmethyl)-N-((1,2,3,5,6,7-hexahydro-s-indacen-4-yl)carbamoyl)-1-methyl-1H-pyrazole-3-sulfonamide, Sodium Salt [Na].N1(CCC1)CC1=CC(=NN1C)S(=O)(=O)NC(NC1=C2CCCC2=CC=2CCCC12)=O